O=C1NC(CCC1NC(=O)[C@@H]1CCCC2=CC=CC=C12)=O (1R)-N-(2,6-dioxo-3-piperidyl)tetralin-1-carboxamide